CC=1C(=NC=CC1C#N)O[C@H]1CN([C@@H](CC1)C)C(=O)C1=C(C=CC=C1)OC(C)C 3-methyl-2-{[(3R,6R)-6-methyl-1-{[2-(1-methylethoxy)phenyl]carbonyl}piperidin-3-yl]oxy}pyridine-4-carbonitrile